N-(5-(imidazo[1,2-a]pyridin-7-ylethynyl)-8-(methylamino)-2,7-naphthyridin-3-yl)cyclopropanecarboxamide N=1C=CN2C1C=C(C=C2)C#CC2=C1C=C(N=CC1=C(N=C2)NC)NC(=O)C2CC2